N-(pyridin-2-yl)thiazole-2-carboxamide N1=C(C=CC=C1)NC(=O)C=1SC=CN1